ClC1=C(CNC(C(=O)N[C@H](C(N[C@@H](C[C@H]2C(NCC2)=O)C(COC2=C(C(=CC(=C2F)F)F)F)=O)=O)CC(C)C)=O)C=C(C=C1)Cl N1-(2,5-dichlorobenzyl)-N2-((S)-4-methyl-1-oxo-1-(((S)-3-oxo-1-((S)-2-oxopyrrolidin-3-yl)-4-(2,3,5,6-tetrafluorophenoxy)butan-2-yl)amino)pentan-2-yl)oxalamide